2,4-Bis(4-formylphenyl)-7-methyl-7H-pyrrolo[2,3-d]pyrimidine C(=O)C1=CC=C(C=C1)C=1N=C(C2=C(N1)N(C=C2)C)C2=CC=C(C=C2)C=O